N-(3-hydroxy-4-methoxybenzyl)-2-morpholinyl-5-acetamidobenzamide OC=1C=C(CNC(C2=C(C=CC(=C2)NC(C)=O)N2CCOCC2)=O)C=CC1OC